C(#N)[C@H](C[C@H]1C(NCCC1)=O)NC([C@H](CC1CC1)NC(=O)C1=CC=2C=NC=CC2N1)=O N-((S)-1-(((S)-1-cyano-2-((S)-2-oxopiperidin-3-yl)ethyl)amino)-3-cyclopropyl-1-oxopropan-2-yl)-1H-pyrrolo[3,2-c]pyridine-2-carboxamide